3-(3-(aminomethyl)-2-fluorobenzyl)oxazolidin-2-one NCC=1C(=C(CN2C(OCC2)=O)C=CC1)F